CN1CCC2CCCCC12 perhydromethyl-indole